(2-((5-chloro-2-((3-morpholino-1H-indazol-6-yl)amino)pyrimidin-4-yl)amino)phenyl)methylsulfonamide ClC=1C(=NC(=NC1)NC1=CC=C2C(=NNC2=C1)N1CCOCC1)NC1=C(C=CC=C1)CS(=O)(=O)N